ClC=1C=C2/C(/C(NC2=CC1)=O)=N/NC(=O)NC(C=CC1=CC=CC=C1)=O 2-((Z)-5-chloro-2-oxoindol-3-ylidene)-N-cinnamoyl-hydrazine-1-carboxamide